(4-(4-oxo-3,4-dihydro-phthalazin-1-yl)phenyl)sulphonamide O=C1NN=C(C2=CC=CC=C12)C1=CC=C(C=C1)S(=O)(=O)N